[C@@H]1([C@H](O)[C@@H](O)[C@H](O)CO1)N=[N+]=[N-] β-D-xylopyranosyl azide